5-azabicyclo[2.2.1]heptan C12CCC(NC1)C2